BrC1=CC=C(C(=C1C(=O)OC)F)C(Br)Br methyl 6-bromo-3-(dibromomethyl)-2-fluorobenzoate